ClC=1SC=C(N1)C(C1=CC=CC=C1)(F)F 2-chloro-4-[difluoro(phenyl)methyl]-1,3-thiazole